6-(6-chloro-4-((2R,6S)-4-(2-fluoroacryloyl)-6-methyl-1-(methylsulfonyl)piperazin-2-yl)pyridin-2-yl)-N-methylpyrimidine-4-carboxamide ClC1=CC(=CC(=N1)C1=CC(=NC=N1)C(=O)NC)[C@H]1N([C@H](CN(C1)C(C(=C)F)=O)C)S(=O)(=O)C